9,10-bis(p-carboxyphenyl)anthracene C(=O)(O)C1=CC=C(C=C1)C=1C2=CC=CC=C2C(=C2C=CC=CC12)C1=CC=C(C=C1)C(=O)O